C[C@H]1CN(CC[C@H]1C1=CC=C(C=C1)OC(F)(F)F)C(=O)C1CC2(C1)NC(OC2)=O |r| (racemic)-(2s,4S)-2-((3R,4R)-3-Methyl-4-(4-(trifluoromethoxy)phenyl)piperidine-1-carbonyl)-7-oxa-5-azaspiro[3.4]octan-6-one